(1R,1'S,4R,4'R)-7-oxa-2,2'-spirobi[bicyclo[2.2.1]heptan]-5-en-3'-one [C@H]12C3(C[C@H](C=C1)O2)[C@H]2CC[C@@H](C3=O)C2